4-chloro-2-methoxy-N-((1S,2R)-2-(2-methyl-2,3-dihydro-1H-inden-4-yl)-1-(5-oxo-4,5-dihydro-1,3,4-oxadiazol-2-yl)propyl)benzenesulfonamide ClC1=CC(=C(C=C1)S(=O)(=O)N[C@@H]([C@H](C)C1=C2CC(CC2=CC=C1)C)C=1OC(NN1)=O)OC